C(CC#C)C1(OCCO1)CCC(C(=O)O)(C)C1=CC(=CC=C1)I 4-(2-(but-3-yn-1-yl)-1,3-dioxolan-2-yl)-2-(3-iodophenyl)-2-methylbutanoic acid